N-(3-chloro-5-(methylsulfonyl)phenyl)-1-methyl-5-(5-(tetrahydro-2H-pyran-4-yl)pyridin-2-yl)-1H-pyrrole-3-carboxamide ClC=1C=C(C=C(C1)S(=O)(=O)C)NC(=O)C1=CN(C(=C1)C1=NC=C(C=C1)C1CCOCC1)C